OC1(C(OCC1)=O)CC(=O)O tetrahydro-3-hydroxy-2-oxo-3-furanacetic acid